N-{4-[5-(trifluoromethyl)-1,2,4-oxadiazol-3-yl]benzyl}-2H-indazol-6-amine FC(C1=NC(=NO1)C1=CC=C(CNC=2C=CC3=CNN=C3C2)C=C1)(F)F